FC=1C=C(C=CC1OC1=C2C(=NC=C1)C=C(S2)C2=NC=C(C=C2)CN2CCC(CC2)F)NC(=O)C2=C1C(=CN(C2=O)C2=CC=C(C=C2)F)CCO1 N-(3-fluoro-4-((2-(5-((4-fluoropiperidin-1-yl)methyl)pyridin-2-yl)thieno[3,2-b]pyridine-7-yl)oxy)phenyl)-5-(4-fluorophenyl)-6-oxo-2,3,5,6-tetrahydrofuro[3,2-c]pyridine-7-carboxamide